CC1(COCC1)C1=CN=C(S1)N1N=CC=2C=NC(=CC21)NC(C)=O N-(1-(5-(3-methyltetrahydrofuran-3-yl)thiazol-2-yl)-1H-pyrazolo[4,3-C]pyridin-6-yl)acetamide